NC1=NC=CC=C1C1=NC=2C(=NC(=CC2)C2=CC=CC=C2)N1C1=CC=C(CN2CCN(CC2)C2=CN=CC(=N2)C#N)C=C1 6-(4-(4-(2-(2-aminopyridin-3-yl)-5-phenyl-3H-imidazo[4,5-b]pyridin-3-yl)benzyl)piperazin-1-yl)pyrazine-2-carbonitrile